CC1(CCCC=2C(=CNC12)C1=CC=CC=C1)C 7,7-Dimethyl-3-phenyl-4,5,6,7-tetrahydro-1H-indol